C(C)(C)(C)C1=CC(=NN1[C@@H]1COCC1)NC=1N(C=2C(=NC=C(C2)OC2=CC(=NC=C2)C(=O)NC)N1)C (S)-4-((2-((5-(tert-butyl)-1-(tetrahydrofuran-3-yl)-1H-pyrazol-3-yl)amino)-1-methyl-1H-imidazo[4,5-b]pyridin-6-yl)oxy)-N-methylpyridineamide